N-(3,4-diaminophenyl)-2-(3,4-dihydroxyphenyl)acetamide NC=1C=C(C=CC1N)NC(CC1=CC(=C(C=C1)O)O)=O